The molecule is a norlignan that is 3-deoxypentodialdo-5,4-oxirose substituted at positions 1 and 4 by 3,4-dihydroxyphenyl groups. It is isolated from the rhizomes of Curculigo crassifolia and exhibits strong radical scavenging activity. It has a role as a metabolite and a radical scavenger. It is a member of catechols, an epoxide, a tertiary alcohol, a secondary alcohol, a norlignan, an aromatic ketone and a secondary alpha-hydroxy ketone. C1=CC(=C(C=C1C(=O)C(CC2(C(O2)O)C3=CC(=C(C=C3)O)O)O)O)O